2-[(1Z)-5-fluoro-1-{[4-(4-fluorophenoxy)phenyl]methylidene}-2-methyl-1H-inden-3-yl]acetic acid FC=1C=C2C(=C(/C(/C2=CC1)=C/C1=CC=C(C=C1)OC1=CC=C(C=C1)F)C)CC(=O)O